NCCC(C)O 1-amino-3-butanol